N-((1,2,3,5,6,7-hexahydro-s-indacen-4-yl)carbamoyl)-6-((2-hydroxyethyl)amino)-6,7-dihydro-5H-pyrazolo[5,1-b][1,3]oxazine-3-sulfonimidamide C1CCC2=C(C=3CCCC3C=C12)NC(=O)NS(=O)(=N)C=1C=NN2C1OCC(C2)NCCO